2'-fluoroadenosine phosphorothioate P(O)(O)(=S)OC[C@@H]1[C@H]([C@]([C@@H](O1)N1C=NC=2C(N)=NC=NC12)(O)F)O